N-(3-(dimethylamino)propyl)-1-(2-(p-tolyl)-2H-pyrazolo[3,4-d]pyridazin-7-yl)piperidine-4-carboxamide CN(CCCNC(=O)C1CCN(CC1)C1=NN=CC=2C1=NN(C2)C2=CC=C(C=C2)C)C